C(C)(=O)CC(=O)[O-].C(C)(=O)CC(=O)[O-].C(C)(=O)CC(=O)[O-].[Al+3] aluminum tris(acetyl acetate)